FC(OC1=C(C=CC=C1)[C@H]1CCN2N1C=1C=C(C(=CC1C2=O)F)C=2C=NC(=NC2)C(C)(C)O)F (R)-3-(2-(difluoromethoxy)phenyl)-7-fluoro-6-(2-(2-hydroxypropan-2-yl)pyrimidin-5-yl)-2,3-dihydropyrazolo[1,2-a]indazol-9(1H)-one